5-benzoyl-4-hydroxy-2-methoxybenzene-1-sulfonic acid C(C1=CC=CC=C1)(=O)C=1C(=CC(=C(C1)S(=O)(=O)O)OC)O